C(#N)C(CNC=1C(=CC=C2C=CC(=CC12)C1=CC=CC(=N1)C(=O)N[C@H]1[C@@H](CN(CC1)C)C)OC)=C 6-{8-[(2-cyano-2-methylideneethyl)amino]-7-methoxynaphthalen-2-yl}-N-[(3R,4R)-1,3-dimethylpiperidin-4-yl]pyridine-2-carboxamide